(cis)-3-[5-bromo-3-iodo-7-(trifluoromethyl)-1H-indazol-1-yl]-1-methylcyclobutanol BrC=1C=C2C(=NN(C2=C(C1)C(F)(F)F)C1CC(C1)(O)C)I